5-hydroxy-1-[(2E)-3-(8-methoxy-2,3-dihydro-1,4-benzodioxin-6-yl)prop-2-enoyl]-5,6-dihydropyridin-2(1H)-one OC1C=CC(N(C1)C(\C=C\C1=CC2=C(OCCO2)C(=C1)OC)=O)=O